O(C1=CC=CC=C1)CCOC=CC1=CC=CC=C1 (2-(2-phenoxyethoxy)vinyl)benzene